3-(1-oxo-5-((2-(((tetrahydro-2H-pyran-4-yl)methyl)amino)cyclohexyl)oxy)isoindolin-2-yl)piperidine-2,6-dione O=C1N(CC2=CC(=CC=C12)OC1C(CCCC1)NCC1CCOCC1)C1C(NC(CC1)=O)=O